C[C@@H]1COCCN1C=1C2=C(N=C(N1)C1=C3C(=NC=C1)NC=C3)C(=CS2)C2(CCCC2)O (R)-1-(4-(3-methylmorpholino)-2-(1H-pyrrolo[2,3-b]pyridin-4-yl)thieno[3,2-d]pyrimidin-7-yl)cyclopentanol